C(C)C(=O)C[N+]1=CNC=C1 3-ethylcarbonylmethylimidazolium